N1N=CC(=C1)[C@H]1CN(CCO1)C(=O)OC(C)(C)C tert-butyl (S)-2-(1H-pyrazol-4-yl)morpholine-4-carboxylate